N-(2-methoxy-benzoyl)-4-methyl-benzenesulfonamide COC1=C(C(=O)NS(=O)(=O)C2=CC=C(C=C2)C)C=CC=C1